(5,6-dichloro-4-mercaptopyridin-2-yl)carbamic acid tert-butyl ester C(C)(C)(C)OC(NC1=NC(=C(C(=C1)S)Cl)Cl)=O